ClC=1C=NN(C1CC1N(C(C2=CC=C(C=C12)N1CCOCC1)=O)CC1CC2(C1)OC(N(C2)C(=O)OC(C)(C)C)=O)C tert-butyl 2-((3-((4-chloro-1-methyl-1H-pyrazol-5-yl) methyl)-5-morpholino-1-oxoisoindolin-2-yl) methyl)-6-oxo-5-oxa-7-azaspiro[3.4]octane-7-carboxylate